5-(n-butoxycarbonylmethyl)-7-oxo-bicyclo[2.2.1]Hept-2-ene C(CCC)OC(=O)CC1C2C=CC(C1)C2=O